2,3-bis(acetoxy)bicyclo[2.2.1]hept-2,5-diene C(C)(=O)OC=1C2C=CC(C1OC(C)=O)C2